(E)-3-(trans-3-(3-(difluoromethyl)-4-(quinoxalin-2-yl)-1H-pyrazol-1-yl)cyclobutyl)acrylonitrile FC(C1=NN(C=C1C1=NC2=CC=CC=C2N=C1)[C@@H]1C[C@H](C1)/C=C/C#N)F